CN(C1=CC=C(C=C1)N=NC1=NC=CC=C1)C 2-(p-Dimethylaminophenylazo)pyridin